C(C)OC1=CC=C(C=C1)C1=NN(C(C=C1)=O)CC(=O)NC(C)C 2-(3-(4-ethoxyphenyl)-6-oxopyridazin-1(6H)-yl)-N-isopropyl-acetamide